8-(2,4-Dichlorophenyl)-9-(4-((1-(3-fluoropropyl)-3-methylazetidin-3-yl)methyl)phenyl)-6,7-dihydro-5H-benzo[7]annulen ClC1=C(C=CC(=C1)Cl)C=1CCCC2=C(C1C1=CC=C(C=C1)CC1(CN(C1)CCCF)C)C=CC=C2